5,10-bis(4-aminophenyl)anthracene NC1=CC=C(C=C1)C1=C2C(=C3C=CC=CC3=CC2=CC=C1)C1=CC=C(C=C1)N